C(N)(=N)C=1C=C(SC1)CNC(=O)[C@H]1N(CC2(OCCO2)C1)C(CNC(=O)C1=CC=C(C=C1)C1=CC(=CC(=C1)F)F)=O (S)-N-((4-carbamimidoylthiophen-2-yl)methyl)-7-((3',5'-difluoro-[1,1'-biphenyl]-4-carbonyl)glycyl)-1,4-dioxa-7-azaspiro[4.4]nonane-8-carboxamide